C12C3CCC3CC(CC1)C2 tricyclo[5.2.1.02,5]decane